Tert-Butyl 3-[[4-fluoro-2-(trifluoromethyl)phenyl]methyl]-1H,4H,5H,6H,7H-pyrazolo[3,4-c]pyridine-6-carboxylate FC1=CC(=C(C=C1)CC1=NNC=2CN(CCC21)C(=O)OC(C)(C)C)C(F)(F)F